COC(CC(C)C)O Methoxy-3-methyl-1-butanol